C(C)(C)(C)OC(=O)N1C(CC(C1)C1=CC(=C(C=C1)OC(F)F)OCC1CC1)CC(=O)N 2-(2-amino-2-oxoethyl)-4-(3-(cyclopropylmethoxy)-4-(difluoromethoxy)phenyl)pyrrolidine-1-carboxylic acid tert-butyl ester